FC1(CC(C1)NC1=NC(=NC(=N1)NC1CC(C1)(F)F)C1=NC(=CC=C1)OC(F)(F)F)F N2,N4-bis(3,3-difluorocyclobutyl)-6-(6-(trifluoromethoxy)pyridin-2-yl)-1,3,5-triazine-2,4-diamine